N1C=NC2=C1C=C1C=CC=CC1=C2 1H-naphtho[2,3-D]imidazole